2-[6-amino-5-[8-[2-[3-[(3S)-3-methoxypyrrolidin-1-yl]prop-1-ynyl]-4-pyridyl]-3,8-diazabicyclo[3.2.1]octan-3-yl]pyridazin-3-yl]phenol NC1=C(C=C(N=N1)C1=C(C=CC=C1)O)N1CC2CCC(C1)N2C2=CC(=NC=C2)C#CCN2C[C@H](CC2)OC